C(CO)C(C(C(C(C(C(C(C(C(C(F)(F)F)(F)F)(F)F)(F)F)(F)F)(F)F)(F)F)(F)F)(F)F)(F)F 1,1,2,2-tetrahydroperfluorododecanol